CC1=NC(=CC(=C1)C=1C=CC2=C(C3=C(O2)C(CCC3)N[C@H](C)C3=CC=CC=C3)C1)C 8-(2,6-dimethylpyridin-4-yl)-N-((R)-1-phenylethyl)-1,2,3,4-tetrahydrodibenzo[b,d]furan-4-amine